(3AR,5S,6aR)-2,2-dimethyl-5-((S)-oxiran-2-yl)tetrahydrofurano[2,3-d][1,3]dioxan-6-ol CC1(OCC2C(O1)OC([C@@H]2[C@@H]2OC2)O)C